2-cyanoethyl (6-icosanamidohexyl) diisopropylphosphoramidite C(C)(C)N(P(OCCC#N)OCCCCCCNC(CCCCCCCCCCCCCCCCCCC)=O)C(C)C